ethyl-3-methyl-1H-pyrazole C(C)N1N=C(C=C1)C